(2S)-4-(4-chloro-3,5-dimethyl-phenyl)-2-(9H-fluoren-9-ylmethoxycarbonylamino)butanoic acid ClC1=C(C=C(C=C1C)CC[C@@H](C(=O)O)NC(=O)OCC1C2=CC=CC=C2C=2C=CC=CC12)C